N-((2-chloro-3-((5-chloropyrazin-2-yl)thio)phenyl)sulfonyl)benzamide ClC1=C(C=CC=C1SC1=NC=C(N=C1)Cl)S(=O)(=O)NC(C1=CC=CC=C1)=O